[K].[K].C(CCCCCCC\C=C/CCCCCCCC)(=O)O.C(CCCCCCC\C=C/CCCCCCCC)(=O)O di(oleic acid) dipotassium